FC1=C(C(=CC=C1)C)N1CCC(CC1)N1C(N(C=2C(C1)=CN(N2)C(C)C)CC2=C(C=CC=C2)C(F)(F)F)=O 5-[1-(2-fluoro-6-methyl-phenyl)-piperidin-4-yl]-2-isopropyl-7-(2-trifluoromethyl-benzyl)-2,4,5,7-tetrahydro-pyrazolo[3,4-d]pyrimidin-6-one